NC1=C2C(=NC=N1)N(N=C2C2=CC=C(C=C2)CNC(=O)C=2OC1=C(C2)C=CC=C1)C1CCCC1 N-[[4-(4-amino-1-cyclopentyl-pyrazolo[3,4-d]pyrimidin-3-yl)phenyl]methyl]benzofuran-2-carboxamide